6-(4-chlorophenyl)-4-oxo-2-thioxo-1,2,3,4-tetrahydropyrimidine-5-carbonitrile ClC1=CC=C(C=C1)C1=C(C(NC(N1)=S)=O)C#N